C1(CC1)C=1OC(=CN1)C=1N=C(NC1)C1N(CCCC1)C(C(C)SC)=O 1-(2-(4-(2-cyclopropyloxazol-5-yl)-1H-imidazol-2-yl)piperidin-1-yl)-2-(methylthio)propan-1-one